6-((3R,4R)-4-methyl-1-pyrimidin-2-ylmethyl-pyrrolidin-3-yl)-3-(tetrahydro-pyran-4-yl)-7H-imidazo[1,5-a]pyrazin-8-one C[C@@H]1[C@H](CN(C1)CC1=NC=CC=N1)C=1NC(C=2N(C1)C(=NC2)C2CCOCC2)=O